C(CCC)C1(CO1)CC (E)-2-butyl-2-ethyl ethylene oxide